(3-((6-cyano-1H-indol-1-yl)methyl)benzyl)carbamic acid tert-butyl ester C(C)(C)(C)OC(NCC1=CC(=CC=C1)CN1C=CC2=CC=C(C=C12)C#N)=O